BrC=1C=C2C(=NN(C2=CC1)C1CN(CC1)C(=O)OC(C)(C)C)C(=O)OC methyl 5-bromo-1-(1-(tert-butoxycarbonyl) pyrrolidin-3-yl)-1H-indazole-3-carboxylate